1-[(6AR)-1,4-dichloro-3-(2-fluoro-6-hydroxyphenyl)-6a,7,9,10-tetrahydro-12H-pyrazino[2,1-c]pyrido[3,4-f][1,4]oxazepin-8(6H)-yl]prop-2-en-1-one ClC1=NC(=C(C2=C1CN1[C@@H](CO2)CN(CC1)C(C=C)=O)Cl)C1=C(C=CC=C1O)F